FC1(CCC(CC1)NC1=NC(=CC(=N1)C#N)N1N=C(C=C1)C)F 2-((4,4-difluorocyclohexyl)amino)-6-(3-methyl-1H-pyrazol-1-yl)pyrimidine-4-carbonitrile